NCCN1CCN(CC1)CC=1C=C2C(N(C(C2=CC1)=O)C1C(NC(CC1)=O)=O)=O 5-((4-(2-aminoethyl)piperazin-1-yl)methyl)-2-(2,6-dioxopiperidin-3-yl)isoindoline-1,3-dione